Methyl 2-(4'-fluoro-2'-(N-(5-oxo-5,6,7,8-tetrahydro-1,6-naphthyridin-3-yl)sulfamoyl)-[1,1'-biphenyl]-4-yl)acetate FC1=CC(=C(C=C1)C1=CC=C(C=C1)CC(=O)OC)S(NC=1C=NC=2CCNC(C2C1)=O)(=O)=O